tert-butyl-5-{[2-(4-bromophenyl)imidazo[1,2-a]-pyridin-3-yl]methyl}-2,5-diazabicyclo[2.2.2]octane-2-carboxylate C(C)(C)(C)OC(=O)N1C2CN(C(C1)CC2)CC2=C(N=C1N2C=CC=C1)C1=CC=C(C=C1)Br